C(C)(C)O[Al](C(C)=O)OC(C)C diisopropoxymonoacetylaluminum